(S)-2-bromo-N-(1-(2-fluoro-4-methoxyphenyl)ethyl)acetamide BrCC(=O)N[C@@H](C)C1=C(C=C(C=C1)OC)F